4,4'-diamino-3,3'-biphenyl-disulfonic acid NC1=C(C=C(C=C1)C1=CC(=C(C=C1)N)S(=O)(=O)O)S(=O)(=O)O